[(4S)-7,8-dichloro-6-(3-fluoro-2-pyridyl)-4-methyl-4H-[1,2,4]triazolo[1,5-a][1,4]benzodiazepin-2-yl]-[3-(trideuteriomethoxy)azetidin-1-yl]methanone ClC1=C(C=CC2=C1C(=N[C@H](C=1N2N=C(N1)C(=O)N1CC(C1)OC([2H])([2H])[2H])C)C1=NC=CC=C1F)Cl